Cl.[N+](=O)([O-])C1=CC=CC2=NC3=CC=CC=C3C(=C12)NCCO 1-Nitro-9-(hydroxyethylamino)-acridine hydrochloride